O1COC2=C1C=CC=C2 benzo[d][1,3]dioxolan